4-(2-sulfo-p-tolylazo)-3-hydroxy-2-naphthoic acid S(=O)(=O)(O)C1=C(C=CC(=C1)N=NC1=C(C(=CC2=CC=CC=C12)C(=O)O)O)C